(R)-2-Fluoro-5-(5-(3-methylmorpholino)-1H-pyrazolo[3,4-c]pyridin-1-yl)-3-(trifluoromethyl)phenol FC1=C(C=C(C=C1C(F)(F)F)N1N=CC=2C1=CN=C(C2)N2[C@@H](COCC2)C)O